(Z)-6-[(Z)-benzylidene]-3-[5-(tert-butyl)-1H-imidazol-4-ylidene]-5-oxo-3,4,5,6-tetrahydropyrazin-2-yl 4-methylpiperazine-1-carboxylate CN1CCN(CC1)C(=O)OC/1=N\C(\C(N\C1=C\1/N=CNC1C(C)(C)C)=O)=C/C1=CC=CC=C1